COC1=CC=C(C=C1)C1=CN=CC(=N1)C(=O)N/N=C/C1=CC(=CC=C1)C(F)(F)F (E)-6-(4-methoxyphenyl)-N'-(3-(trifluoromethyl)benzylidene)pyrazine-2-carbohydrazide